2-hydrazino-2,3-dihydro-benzothiazole N(N)C1SC2=C(N1)C=CC=C2